(R)-5-bromo-N-(8,9-difluoro-6-oxo-1,4,5,6-tetrahydro-2H-pyrano[3,4-c]isoquinolin-1-yl)-N-methylisoindoline-2-carboxamide BrC=1C=C2CN(CC2=CC1)C(=O)N(C)[C@H]1COCC=2NC(C=3C=C(C(=CC3C21)F)F)=O